3-phenyltetrahydro-3H,5H-pyrrolo[1,2-c]oxazol-5-one C1(=CC=CC=C1)C1OCC2N1C(CC2)=O